CC=1OC(=CN1)C(=O)OC1CN(C1)C=1N=C(C2=C(N1)CC[S+]2[O-])N(C2CCOCC2)C [1-[4-[methyl(tetrahydropyran-4-yl)amino]-5-oxido-6,7-dihydrothieno[3,2-d]pyrimidin-5-ium-2-yl]azetidin-3-yl] 2-methyloxazole-5-carboxylate